O1C(=CC=C1C(=O)O)C(=O)O.C(CCCC)(O)O pentanediol 2,5-furandicarboxylate